ClC1=C(C=CC(=C1)Cl)C1=NN(C(=C1)O)C1=CC=C(C=C1)C=1CCC(NN1)=O 6-(4-(3-(2,4-dichlorophenyl)-5-hydroxy-1H-pyrazol-1-yl)phenyl)-4,5-dihydropyridazin-3(2H)-one